2-((S)-2-hydroxy-2-((R)-1,2,3,4-tetrahydroisoquinolin-3-yl)ethyl)-4,4-dimethyl-6-(2-carbonyl-7-azaspiro[3.5]nonane-7-carbonyl)-3,4-dihydroisoquinolin-1(2H)-one hydrochloride Cl.O[C@@H](CN1C(C2=CC=C(C=C2C(C1)(C)C)C(=O)N1CCC2(CC(C2)=C=O)CC1)=O)[C@@H]1NCC2=CC=CC=C2C1